NC=1C(=C(C=C2C=C(N=CC12)NC1=NN2CC(N(CCC2=C1)C(C)C)=O)C1=C(NC(O1)=O)CC)F 5-(8-amino-7-fluoro-3-((6-isopropyl-7-oxo-5,6,7,8-tetrahydro-4H-pyrazolo[1,5-d][1,4]diazepin-2-yl)amino)isoquinolin-6-yl)-4-ethyloxazol-2(3H)-one